7-Amino-3-(1-(but-2-ynoyl)pyrrolidin-3-yl)-1-(4-(2,6-difluorophenoxy)phenyl)-1,5-dihydro-4H-pyrazolo[3,4-d]pyridazin-4-on NC1=NNC(C2=C1N(N=C2C2CN(CC2)C(C#CC)=O)C2=CC=C(C=C2)OC2=C(C=CC=C2F)F)=O